Methyl Monomethacrylate C(C(=C)C)(=O)OC